methyl (R)-2-methyl-1-(1-(3-((2,2,2-trifluoroethyl)amino)bicyclo[1.1.1]pentan-1-yl)ethyl)-1H-indole-3-carboxylate CC=1N(C2=CC=CC=C2C1C(=O)OC)[C@H](C)C12CC(C1)(C2)NCC(F)(F)F